O=C1NC(CCC1N1C(C2=CC=C(C=C2C1=O)CN1CCN(CC1)C=1C=NC(=CC1)NC1=NC=C(C(=N1)C=1C=C(C2=C(N(C(=N2)C)C(C)C)C1)F)F)=O)=O 2-(2,6-dioxopiperidin-3-yl)-5-((4-(6-((5-fluoro-4-(4-fluoro-1-isopropyl-2-methyl-1H-benzo[d]imidazol-6-yl)pyrimidin-2-yl)amino)pyridin-3-yl)piperazin-1-yl)methyl)isoindoline-1,3-dione